2-METHYLSULFANYL-4-PHENYLAMINO-PYRIMIDINE-5-CARBALDEHYDE CSC1=NC=C(C(=N1)NC1=CC=CC=C1)C=O